tert-butyl (3-(2-nitro-1H-imidazol-1-yl)propyl)carbamate [N+](=O)([O-])C=1N(C=CN1)CCCNC(OC(C)(C)C)=O